C1=CONN=N1 oxatriazine